C1(CCCCC1)NC(NC1=CC=C(OC2CN(C2)C=2C(=C(C(=O)O)C=CC2)N2C=CC=C2)C=C1)=O 3-(3-(4-(3-cyclohexylureido)phenoxy)azetidin-1-yl)-2-(1H-pyrrol-1-yl)benzoic acid